1-(2-fluoro-3-methylbenzyl)-N5-(3-fluorocyclobutyl)-N3-methyl-2-oxo-1,2-dihydropyridine-3,5-dicarboxamide FC1=C(CN2C(C(=CC(=C2)C(=O)NC2CC(C2)F)C(=O)NC)=O)C=CC=C1C